NC=1C2=C(N=CN1)N(C=C2C2=CC=C(C=C2)CC(=O)NC2=NOC(=C2)C(C)(C)C)[C@@H]2CC[C@H](CC2)N2CCN(CC2)C 2-(4-(4-amino-7-((trans)-4-(4-methylpiperazin-1-yl)cyclohexyl)-7H-pyrrolo[2,3-d]pyrimidin-5-yl)phenyl)-N-(5-(tert-butyl)isoxazol-3-yl)acetamide